N1(CCC1)C1=CC=C(N=N1)C=1C(=CC(=C(C1)NC(=O)C=1C=NN2C1C=CC(=C2)F)C)F N-[5-[6-(azetidin-1-yl)pyridazin-3-yl]-4-fluoro-2-methylphenyl]-6-fluoropyrazolo[1,5-a]pyridine-3-carboxamide